FC(C=1C=C(C=CC1F)C=1C=C2C(=NC1)C=NN2CC=2C=NC=CC2)F 6-[3-(Difluoromethyl)-4-fluoro-phenyl]-1-(3-pyridylmethyl)pyrazolo[4,3-b]pyridine